[N+](=O)([O-])NC(=O)N.[Zn] zinc nitrourea